Cl.N(=NC(C#N)(C)C)C(C#N)(C)C 2,2'-azobisisobutyronitrile hydrochloride